C1(CCCCCCC1)C(C1=NC2=C(N1)C=CC(=C2F)CC(=O)OC(C)(C)C)NC(=O)C=2C(=NOC2)C tert-Butyl 2-(2-{cyclooctyl[(3-methylisoxazole-4-carbonyl)amino]methyl}-4-fluoro-1H-benzimidazol-5-yl)acetate